O1CCNC[C@H](C1)O (R)-1,4-oxazepan-6-ol